C(C)OC(CCC1CCC2(CCN(CC2)C(=O)OC(C)(C)C)CC1)=O tert-butyl 9-(3-ethoxy-3-oxopropyl)-3-azaspiro[5.5]undecan-3-carboxylate